2-Fluoro-N-[(2S)-5-[[(1R,2S)-2-(4-fluorophenyl)cyclopropyl]amino]-1-(4-methylpiperazin-1-yl)-1-oxopentan-2-yl]-4-(1H-1,2,3-triazol-1-yl)benzamide FC1=C(C(=O)N[C@H](C(=O)N2CCN(CC2)C)CCCN[C@H]2[C@@H](C2)C2=CC=C(C=C2)F)C=CC(=C1)N1N=NC=C1